NCCC[Si](OC)(OC)OC (3-Aminopropyl)trimethoxysilane